O[C@H](COC=1C=C(C=CC1)S(=O)(=O)NC)CNC1COC2(C1)CCN(CC2)S(=O)(=O)C=2C(=NN(C2)C)C(F)(F)F 3-((2S)-2-hydroxy-3-(8-(1-methyl-3-(trifluoromethyl)-1H-pyrazol-4-ylsulfonyl)-1-oxa-8-azaspiro[4.5]decan-3-ylamino)propoxy)-N-methylbenzenesulfonamide